5-[3-carboxyl-5-methyl-4-oxo-pyridazin-1(4H)-yl]isophthalic acid C(=O)(O)C1=NN(C=C(C1=O)C)C=1C=C(C=C(C(=O)O)C1)C(=O)O